(6S,7R)-7-(hydroxymethyl)-3-azabicyclo[3.2.1]Octan-6-ol OC[C@@H]1[C@H](C2CNCC1C2)O